CN1N=CC(=C1C1=CC=C(N=N1)OCC1C[C@@H]2[C@@H](CN(C2)CC2=NC=CC=C2C)C1)C (3aR,6aS)-5-[[6-(2,4-dimethylpyrazol-3-yl)pyridazin-3-yl]oxymethyl]-2-[(3-methyl-2-pyridyl)methyl]-3,3a,4,5,6,6a-hexahydro-1H-cyclopenta[c]pyrrole